(S)-{(2R,5R)-5-[(p-chlorophenyl)methyl]-2-pyrrolidinyl}(5-fluoro-3-pyridyl)methanol ClC1=CC=C(C=C1)C[C@H]1CC[C@@H](N1)[C@@H](O)C=1C=NC=C(C1)F